5-(2-(methyl(piperidin-4-yl)amino)quinazolin-6-yl)pyrimidin-2(1H)-one CN(C1=NC2=CC=C(C=C2C=N1)C=1C=NC(NC1)=O)C1CCNCC1